(R)-5-methyl-4-(piperazin-1-yl-2,2,3,3,5,5,6,6-d8)-5,8-dihydropyrido[2,3-d]pyrimidin-7(6H)-one hydrochloride Cl.C[C@@H]1CC(NC=2N=CN=C(C21)N2C(C(NC(C2([2H])[2H])([2H])[2H])([2H])[2H])([2H])[2H])=O